ClC1=C2N=CN(C2=NC=N1)[C@H]1C=CC(C1)=O (R)-4-(6-chloro-9H-purin-9-yl)cyclopent-2-en-1-one